3-(3-(4-hydroxy-4-(3-(trifluoromethyl)phenyl)piperidin-1-yl)-3-oxopropyl)benzo[4,5]thieno[3,2-d]pyrimidin-4(3H)-one OC1(CCN(CC1)C(CCN1C=NC2=C(C1=O)SC1=C2C=CC=C1)=O)C1=CC(=CC=C1)C(F)(F)F